N1N=CC2=C(C=CC=C12)C1=NC(=NC(=N1)C=1SC(=C(C1)C)CN1CCOCC1)C1COCCN1 5-(4-(1H-indazol-4-yl)-6-(4-methyl-5-(morpholinomethyl)thiophen-2-yl)-1,3,5-triazin-2-yl)morpholine